methyl (2R,3S)-3-((dimethylsulfamoyl)amino)-2-(((cis-4-phenylcyclohexyl)oxy)methyl)-piperidine-1-carboxylate CN(S(=O)(=O)N[C@@H]1[C@@H](N(CCC1)C(=O)OC)CO[C@@H]1CC[C@@H](CC1)C1=CC=CC=C1)C